2,2-difluoroethanamine FC(CN)F